ClC=1C(=CC(=C(C(=O)NS(=O)(=O)N2CC(OCC2)CN(C(OC(C)(C)C)=O)C)C1)F)OCC1CCCC1 tert-butyl ((4-(N-(5-chloro-4-(cyclopentylmethoxy)-2-fluorobenzoyl)sulfamoyl)morpholin-2-yl)methyl)(methyl)carbamate